OC(C(=O)C1=CC=C(C=C1)C(=C)C)(C)C 2-hydroxy-2-methyl-1-(4-isopropenylphenyl)propan-1-one